(S)-3-(8-(2,6-dichloro-4-fluorophenyl)quinoxalin-5-yl)-2-(2,6-difluorobenzoylamino)propionic acid ClC1=C(C(=CC(=C1)F)Cl)C=1C=CC(=C2N=CC=NC12)C[C@@H](C(=O)O)NC(C1=C(C=CC=C1F)F)=O